C(C1=CC=CC=C1)OC(=O)[C@H]1N(S(OCC1)(=O)=O)C(=O)OC(C)(C)C.ClC1=C(C(=C(CNC(C(C)C)=O)C=C1)F)C=1NC(C=C(N1)C=1C=NC=C(C1)C)=O N-{4-chloro-2-fluoro-3-[4-(5-methylpyridin-3-yl)-6-oxo-1,6-dihydropyrimidin-2-yl]benzyl}isobutyramide benzyl-(4S)-3-t-butoxycarbonyl-2,2-dioxo-1,2,3-oxathiazinane-4-carboxylate